N[C@H](CC1=C(C2=NC(=CC(=C2S1)NCC=1OC=CC1)Cl)Br)COC 2-[(2R)-2-amino-3-methoxypropyl]-3-bromo-5-chloro-N-[(furan-2-yl)methyl]thieno[3,2-b]pyridin-7-amine